4-fluoro-N-(1-methylethyl)aniline FC1=CC=C(NC(C)C)C=C1